2-(3-((2r,4s)-2-(2,5-difluorophenyl)-4-fluoropyrrolidin-1-yl)-1H-pyrazolo[3,4-b]pyridin-5-yl)-5-(methoxymethyl)-1,3,4-oxadiazole FC1=C(C=C(C=C1)F)[C@@H]1N(C[C@H](C1)F)C1=NNC2=NC=C(C=C21)C=2OC(=NN2)COC